FC1CN(C1)C1CNCC1 3-(3-fluoroazetidin-1-yl)pyrrolidine